C1(CC1)C1=C(C=CC(=N1)C(=O)NC1=CC(=CC=C1)[C@H](C)SC1=NN=CN1C)OC 6-cyclopropyl-5-methoxy-N-[3-[(1S)-1-[(4-methyl-1,2,4-triazol-3-yl)sulfanyl]ethyl]phenyl]pyridine-2-carboxamide